C(#N)CC=1NC2=C(N1)C=CC=C2 2-Cyanomethylbenzimidazol